OC1(CCC(CC1)C(=O)OCC)C1=NC(=CC(=C1)C)NC1=NNC(=C1)C (1S,4S)-ethyl 4-hydroxy-4-(4-methyl-6-((5-methyl-1H-pyrazol-3-yl)amino)pyridin-2-yl)cyclohexanecarboxylate